phenanthren-3-yl 1-methylpiperidine-4-carboxylate CN1CCC(CC1)C(=O)OC=1C=CC=2C=CC3=CC=CC=C3C2C1